The molecule is a hydracid that is cyanic acid in which the oxygen is replaced by a sulfur atom. It has a role as an Escherichia coli metabolite. It is a hydracid, a one-carbon compound and an organosulfur compound. It is a conjugate acid of a thiocyanate. It is a tautomer of an isothiocyanic acid. C(#N)S